[Si](C)(C)(C(C)(C)C)NS(=O)(=O)C1=CC(=C(O1)CN1CCN(CC1)C(=O)OC(C)(C)C)C(=O)OC tert-butyl 4-([5-[(tert-butyldimethylsilyl)sulfamoyl]-3-(methoxycarbonyl)furan-2-yl]methyl)piperazine-1-carboxylate